Dibutylphthalat C(CCC)OC(C=1C(C(=O)OCCCC)=CC=CC1)=O